COC([C@H](CC(C)C)N1N=C(C=C(C1=O)C)CCN1CC2(CC2)C1)=O (S)-4-methyl-2-(5-methyl-6-Oxo-3-(2-(5-azaspiro[2.3]hexan-5-yl)ethyl)pyridazin-1(6H)-yl)pentanoic acid methyl ester